1-(2-(Piperazin-1-yl)ethyl)-N1,N2,N2-tritetradecylethane-1,2-diamine N1(CCNCC1)CCC(CN(CCCCCCCCCCCCCC)CCCCCCCCCCCCCC)NCCCCCCCCCCCCCC